3-methyl-5-(tetramethyl-1,3,2-dioxaborolan-2-yl)-1,2-thiazole CC1=NSC(=C1)B1OC(C(O1)(C)C)(C)C